4-dimethylamino-amphetamine CN(C1=CC=C(CC(N)C)C=C1)C